C(C)(C)(C)OC(=O)N1[C@@H](C[C@H](C1)OC1=NC=C(C=C1)I)C(=O)O (2S,4R)-1-(tert-butoxycarbonyl)-4-((5-iodopyridin-2-yl)oxy)pyrrolidine-2-carboxylic acid